Magnesium diacrylate C(C=C)(=O)[O-].C(C=C)(=O)[O-].[Mg+2]